5-(3-chlorophenyl)-4-ethyl-3-[(4-methoxyphenyl)methoxy]pyridine-2-carbonitrile ClC=1C=C(C=CC1)C=1C(=C(C(=NC1)C#N)OCC1=CC=C(C=C1)OC)CC